NC=1SC2=C(N1)C=C(C=C2)C2=CC=CC(=N2)N2C(N(N=C2)C\C(=C\F)\CN)=O 4-[6-(2-amino-1,3-benzothiazol-5-yl)pyridin-2-yl]-2-[(2E)-2-(aminomethyl)-3-fluoroprop-2-en-1-yl]-2,4-dihydro-3H-1,2,4-triazol-3-one